IC=1C=NC(=NC1)NCC1=CC=C(C=C1)OC 5-iodo-N-(4-methoxybenzyl)pyrimidin-2-amine